C(C)(C)(C)OC(=O)N1CC(C1)OC1=CC(=C(C=C1)I)F 3-(3-fluoro-4-iodo-phenoxy)azetidine-1-carboxylic acid tert-butyl ester